C1(=CC=CC=C1)CC=1C(NC=2C=C3C(=CC2N1)N(C(=N3)C3=CC=C(C=C3)C3=CC=NC=C3)CCCN3CCCCC3)=O 1,5-Dihydro-7-(phenylmethyl)-1-[3-(1-piperidinyl)propyl]-2-[4-(4-pyridinyl)phenyl]-6H-imidazo[4,5-g]quinoxalin-6-one